6-((6-fluoropyridin-2-yl)-amino)-N-methoxy-4-((6-methyl-2-(N-methyl-methane-sulfonamido)pyridin-3-yl)-amino)nicotinamide FC1=CC=CC(=N1)NC1=NC=C(C(=O)NOC)C(=C1)NC=1C(=NC(=CC1)C)N(S(=O)(=O)C)C